6-oxo-5-oxa-2,7-diazaspiro[3.4]octane-2-carboxylic acid tert-butyl ester C(C)(C)(C)OC(=O)N1CC2(C1)OC(NC2)=O